NC=1C(=NC(=CN1)C1=CC=C(C=C1)N1[C@@H](CCC1)C)C=1C=C2CCNC(C2=CC1)=O (R)-6-(3-amino-6-(4-(2-methylpyrrolidin-1-yl)phenyl)pyrazin-2-yl)-3,4-dihydroisoquinolin-1(2H)-one